carbamic acid tert-butyl ester sodium triacetoxyborohydride C(C)(=O)O[BH-](OC(C)=O)OC(C)=O.[Na+].C(C)(C)(C)OC(N)=O